(R)-N-(4-chlorophenyl)-2-((1S,4S)-4-(6-fluoroquinolin-4-yl)cyclohexyl)propionamide L-tartrate C(=O)(O)[C@H](O)[C@@H](O)C(=O)O.ClC1=CC=C(C=C1)NC([C@H](C)C1CCC(CC1)C1=CC=NC2=CC=C(C=C12)F)=O